(p-tolyl)propan-1-one C1(=CC=C(C=C1)C(CC)=O)C